[13C6]-L-leucine N[13C@@H]([13CH2][13CH]([13CH3])[13CH3])[13C](=O)O